tert-butyl (2R,5S)-4-(5-(2-cyanoacetamido)-1-methyl-6-(methylamino)-2-oxo-1,2-dihydropyrimidin-4-yl)-2,5-diethylpiperazine-1-carboxylate C(#N)CC(=O)NC=1C(=NC(N(C1NC)C)=O)N1C[C@H](N(C[C@@H]1CC)C(=O)OC(C)(C)C)CC